N-(2-Chlorophenyl)-6-(2-methylphenyl)imidazo[1,2-a]pyridine-3-carboxamide ClC1=C(C=CC=C1)NC(=O)C1=CN=C2N1C=C(C=C2)C2=C(C=CC=C2)C